4-(((2r,5r)-1-(2-(6-(4-fluorobenzyl)-3,3-dimethyl-5-oxo-2,3,4,5-tetrahydro-1H-pyrrolo[3,2-b]pyridin-1-yl)-2-oxoethyl)-5-methylpiperazine-2-yl)methyl)morpholine-2-carboxamide FC1=CC=C(CC2=CC3=C(NC2=O)C(CN3C(CN3[C@H](CN[C@@H](C3)C)CN3CC(OCC3)C(=O)N)=O)(C)C)C=C1